NCCCN(C(C1=CC=C(C=C1)C)=O)[C@H](C(C)C)C1=NC2=CC(=CC=C2C(N1CC1=CC=CC=C1)=O)Cl N-(3-aminopropyl)-N-[(1R)-1-[7-chloro-4-oxo-3-(benzyl)-2-quinazolinyl]-2-methylpropyl]-4-methylbenzamide